(E)-3-(4-((7-fluoro-3-(4-methoxyphenethyl)-2,4-dioxo-3,4-dihydroquinazolin-1(2H)-yl)methyl)phenyl)-N-hydroxyacrylamide FC1=CC=C2C(N(C(N(C2=C1)CC1=CC=C(C=C1)/C=C/C(=O)NO)=O)CCC1=CC=C(C=C1)OC)=O